F[B-](F)(F)F.C12(CC3CC(CC(C1)C3)C2)N2C=[N+](C=C2)C23CC1CC(CC(C2)C1)C3 1,3-bis(1-adamantyl)imidazolium tetrafluoroborate